N1C=C(C=CC2=C1C=CC=C2)N benzazepine-3-amine